FC1C(C1)C(=O)NC(C1=C(C=CC=C1)NC(=O)C1CCN(CC1)CCOC)C1=CC=C(C=C1)C(C)C N-(2-{[(2-fluorocyclopropyl)formamido][4-(propan-2-yl)phenyl]methyl}phenyl)-1-(2-methoxyethyl)piperidine-4-carboxamide